(R)-mandelic acid 3,4-dihydroxyphenylpropanoate OC=1C=C(C=CC1O)OC(CC)=O.C([C@H](O)C1=CC=CC=C1)(=O)O